1-Benzyl-6'-chloro-1',2'-dihydrospiro[piperidine-4,3'-pyrrolo[2,3-b]pyridine] C(C1=CC=CC=C1)N1CCC2(CNC3=NC(=CC=C32)Cl)CC1